COC(=O)C=1C=C2C3=C(NC2=C(C1)OC)N=CN=C3 8-methoxy-9H-pyrimido[4,5-b]Indole-6-carboxylic acid methyl ester